OC(=O)C(F)(F)F.CN(C(=O)C1=CC=C2CC3(C(NC2=C1)=O)CNCC3)C N,N-dimethyl-2'-oxo-1',4'-dihydro-2'H-spiro[pyrrolidine-3,3'-quinoline]-7'-carboxamide TFA salt